ClC=1C(=C2C=NNC2=C(C1F)C=1OCCOC1)C=1N=CC=2N(C1)C=C(N2)NC(=O)C2C(C2)F N-(6-(5-chloro-7-(5,6-dihydro-1,4-dioxin-2-yl)-6-fluoro-1H-indazol-4-yl)imidazo[1,2-a]pyrazin-2-yl)-2-fluorocyclopropane-1-carboxamide